2-cyclohexyloxy-2,4,6,8-tetramethylcyclotetrasiloxane C1(CCCCC1)O[Si]1(O[SiH](O[SiH](O[SiH](O1)C)C)C)C